ClC1=NC(=CC(=C1C(F)(F)F)C)Cl 2,6-dichloro-4-methyl-3-(trifluoromethyl)pyridine